NC1=C(C=C2C(=N1)CCC2C)C(=O)OC methyl 2-amino-5-methyl-6,7-dihydro-5H-cyclopenta[b]pyridine-3-carboxylate